O[C@H]1[C@@H](CCCC1)NC=1N=NC(=C2C1C=NC=C2)C2=C(C=1CCCC1C=C2)O |r| 5-[4-[[rac-(1R,2R)-2-Hydroxycyclohexyl]amino]pyrido[3,4-d]pyridazin-1-yl]indan-4-ol